tert-Butyl 3-[[4-[[[4-[[3-[2,3-difluoro-4-(1H-triazol-5-yloxy)phenyl]imidazo[1,2-a]pyrazin-8-yl]amino]-2-ethyl-benzoyl]amino]methyl]-1-piperidyl]methyl]pyrrolidine-1-carboxylate FC1=C(C=CC(=C1F)OC1=CN=NN1)C1=CN=C2N1C=CN=C2NC2=CC(=C(C(=O)NCC1CCN(CC1)CC1CN(CC1)C(=O)OC(C)(C)C)C=C2)CC